CC1(C(N(C(N1CC1OC1)=O)CC1OC1)=O)C dimethyl-1,3-bis(oxiranylmethyl)imidazolidine-2,4-dione